CC1=C(C(=CC=C1)C)NC(=O)C1N(CCCC1)CCC N-mono(2,6-dimethylphenyl)-1-propyl-2-piperidinecarboxamide